C1(CC1)C=1NC(=NN1)C1CC2(CN(C2)C(=O)N2CC3(CN(C3)S(=O)(=O)C=3C=NC=C(C3)C(F)(F)F)C2)C1 [6-(5-cyclopropyl-4H-1,2,4-triazol-3-yl)-2-azaspiro[3.3]heptan-2-yl]-[2-[[5-(trifluoromethyl)-3-pyridyl]sulfonyl]-2,6-diazaspiro[3.3]heptan-6-yl]methanone